4-({6-[(3R)-3-methyl-morpholin-4-yl]-2-{1H-pyrrolo[2,3-b]pyridin-4-yl}pyrimidin-4-yl}-imino)-4λ6-1,4-oxathian-4-one C[C@H]1N(CCOC1)C1=CC(=NC(=N1)C1=C2C(=NC=C1)NC=C2)N=S2(CCOCC2)=O